1-(2-(4-((3-chloro-1-ethyl-1H-pyrazol-4-yl)methyl)-2-methyloxazol-5-yl)-5-fluorophenyl)ethan-1-one ClC1=NN(C=C1CC=1N=C(OC1C1=C(C=C(C=C1)F)C(C)=O)C)CC